OC(COC=1N=CC(=NC1C)C1=NNC2=C(C=CC=C12)C#N)(C)C 3-[5-(2-hydroxy-2-methylpropoxy)-6-methylpyrazin-2-yl]-1H-indazole-7-carbonitrile